5,15-bis(4-bromophenyl)-10,20-diphenylporphyrin BrC1=CC=C(C=C1)C=1C2=CC=C(N2)C(=C2C=CC(C(=C3C=CC(=C(C=4C=CC1N4)C4=CC=CC=C4)N3)C3=CC=C(C=C3)Br)=N2)C2=CC=CC=C2